(S)-2-(3-(6-chloroquinolin-2-yloxy)pyrrolidin-1-yl)phenol ClC=1C=C2C=CC(=NC2=CC1)O[C@@H]1CN(CC1)C1=C(C=CC=C1)O